(E)-2-(1-(methylthio)prop-1-en-2-yl)-2-(1-phenylvinyl)malononitrile CS\C=C(/C)\C(C#N)(C#N)C(=C)C1=CC=CC=C1